(7S)-7-methyl-5-oxa-8-azaspiro[3.5]nonane C[C@H]1COC2(CCC2)CN1